O=S1(N(CCC1)C1=CC=C(C=C1)C=1C=C(C=NC1)C1=CC=NC2=C1C=C1N2CCN(C1=O)C)=O 4-(5-(4-(1,1-dioxidoisothiazolidin-2-yl)phenyl)pyridin-3-yl)-7-methyl-8,9-dihydropyrido[3',2':4,5]pyrrolo[1,2-a]pyrazin-6(7H)-one